3-(4-((1R,4R)-2,5-diazabicyclo[2.2.2]octan-2-yl)-6,8-difluoro-2-(((2R,7aS)-2-fluorotetrahydro-1H-pyrrolizin-7a(5H)-yl)methoxy)quinazolin-7-yl)-5-chloro-4-cyclopropylphenol [C@H]12N(C[C@H](NC1)CC2)C2=NC(=NC1=C(C(=C(C=C21)F)C=2C=C(C=C(C2C2CC2)Cl)O)F)OC[C@]21CCCN1C[C@@H](C2)F